9-(2-methylprop-1-en-1-ylidene)-9H-fluorene CC(=C=C1C2=CC=CC=C2C=2C=CC=CC12)C